CN1C=CC=2C1=NC=C(C2)N2CCN(CC2)C(=O)OC(C)(C)C tert-Butyl 4-(1-methylpyrrolo[2,3-b]pyridin-5-yl)piperazine-1-carboxylate